SCCC(=O)OCCCCCCCCCCCCCCCCCCCC eicosanyl 3-mercaptopropionate